CC1(CNC1)C1=NC=CC=C1 2-(3-methylazetidin-3-yl)pyridine